4-Methoxyphenyl 3,6-di-O-benzyl-2-deoxy-2-(1,3-dioxido-1,3-dihydro-2H-isoindol-2-yl)-4-O-(2,3,4,6-tetra-O-benzyl-beta-D-galactopyranosyl)-beta-D-glucopyranoside C(C1=CC=CC=C1)O[C@@H]1[C@H]([C@H](OC2=CC=C(C=C2)OC)O[C@@H]([C@H]1O[C@H]1[C@H](OCC2=CC=CC=C2)[C@@H](OCC2=CC=CC=C2)[C@@H](OCC2=CC=CC=C2)[C@H](O1)COCC1=CC=CC=C1)COCC1=CC=CC=C1)N1C(C2=CC=CC=C2C1[O-])[O-]